N(=[N+]=[N-])CCCCCO 5-azido-1-pentanol